NC=1C(=NC=CN1)CN1CC2=C(CC1)C(=CS2)C(=O)NC2=CC(=NN2C)C(C)(C)C 6-((3-Aminopyrazin-2-yl)methyl)-N-(3-(tert-butyl)-1-methyl-1H-pyrazol-5-yl)-4,5,6,7-tetrahydrothieno[2,3-c]pyridine-3-carboxamide